C(C)OP(=O)(OCC)C1=NC=2CCN(CC2C=C1)C(=O)OC(C)(C)C Tert-butyl 2-(diethoxyphosphoryl)-7,8-dihydro-1,6-naphthyridine-6(5H)-carboxylate